2-[4-[[[6-[cyclopropyl-[[4-(trifluoromethyl)phenyl]methyl]amino]-5-fluoro-pyrimidin-4-yl]amino]methyl]cyclohexyl]acetic acid C1(CC1)N(C1=C(C(=NC=N1)NCC1CCC(CC1)CC(=O)O)F)CC1=CC=C(C=C1)C(F)(F)F